3-(N-((2,4-dimethoxybenzyl)oxy)-5-ethyl-2-methoxyphenyl-sulfonamido)-N-methylbenzo[d]isoxazole-7-carboxamide COC1=C(CON(S(=O)(=O)C2=C(C=CC(=C2)CC)OC)C2=NOC3=C2C=CC=C3C(=O)NC)C=CC(=C1)OC